ClC=1C=CC(=NC1)C(CC)=O 1-(5-chloro-2-pyridinyl)-1-propanone